NC=1C=C(C(=O)NC2=C(C=C(C=C2)F)CC(=O)OC(C)(C)C)C=CC1N1[C@@H](CCCC1)C tert-butyl (R)-2-(2-(3-amino-4-(2-methylpiperidin-1-yl)benzamido)-5-fluorophenyl)acetate